C=1C=CN2NC=3C=CC=CC3C21 pyrrolo[1,2-b]indazole